5-(bicyclo[3.1.0]hexan-3-yl)-2-hydroxycyclohepta-2,4,6-trien-1-one C12CC(CC2C1)C1=CC=C(C(C=C1)=O)O